BrC=1C=C(C=CC1)NC(C1=C(C=C(C=C1)NC(C=C)=O)O)=O N-(3-bromophenyl)-2-hydroxy-4-(prop-2-enoylamino)benzamide